isopropyl (S)-6-diazo-2-((R)-2-hydroxy-2-(thiazol-2-yl)acetamido)-5-oxohexanoate [N+](=[N-])=CC(CC[C@@H](C(=O)OC(C)C)NC([C@H](C=1SC=CN1)O)=O)=O